2-(4-methoxyphenyl)-N-(2-(4-methylpiperazin-1-yl)ethyl)-5-(4-nitrophenyl)Oxazole-4-carboxamide COC1=CC=C(C=C1)C=1OC(=C(N1)C(=O)NCCN1CCN(CC1)C)C1=CC=C(C=C1)[N+](=O)[O-]